OC1=C2C(CC2=CC=C1C(C)=O)(C)OC 1-(2-hydroxy-8-methoxy-8-methylbicyclo[4.2.0]oct-1,3,5-trien-3-yl)ethanone